C[C@@H]1N(C[C@H](NC1)C)C1=NC2=CC=C(C=C2N=C1)C(F)(F)F 2-[(2S,5R)-2,5-dimethylpiperazin-1-yl]-6-(trifluoromethyl)quinoxaline